ClC=1C=C(C=O)C=CC1C1=C2C=CNC2=CC=C1 3-Chloro-4-(1H-indol-4-yl)benzaldehyde